CN1C(=NC(=C1)C)C1=CC=C(CC=2C=3N(C=CC2)N=C(N3)C3=C(C=CC=C3)C(C)C)C=C1 8-(4-(1,4-dimethyl-1H-imidazol-2-yl)benzyl)-2-(2-isopropylphenyl)-[1,2,4]triazolo[1,5-a]pyridine